C1(CCC1)N1CCC(CC1)OC1=CC=C(C=C1)NC(=O)NCCN1C(CCC1)C 1-(4-((1-cyclobutylpiperidin-4-yl)oxy)phenyl)-3-(2-(2-methylpyrrolidin-1-yl)ethyl)urea